(2S,4R)-4-((4-bromo-2-((2R,6S)-2,6-dimethylmorpholin-4-carbonyl)-6-nitrophenyl)amino)-N-(isoxazol-4-yl)-1-(5-(methylamino)nicotinoyl)pyrrolidin-2-formamide BrC1=CC(=C(C(=C1)[N+](=O)[O-])N[C@@H]1C[C@H](N(C1)C(C1=CN=CC(=C1)NC)=O)C(=O)NC=1C=NOC1)C(=O)N1C[C@H](O[C@H](C1)C)C